(S)-(4-(3-chloro-6-fluoro-2-(phenylcarbamoyl)phenyl)-3-oxobut-2-yl)carbamate ClC=1C(=C(C(=CC1)F)CC([C@H](C)NC([O-])=O)=O)C(NC1=CC=CC=C1)=O